(R)-3-methyl-5-(4-((2-(4-methyl-1-oxo-1,3-dihydroisobenzofuran-5-yl)morpholino)methyl)-1H-imidazol-1-yl)benzo[d]oxazol-2(3H)-one CN1C(OC2=C1C=C(C=C2)N2C=NC(=C2)CN2C[C@H](OCC2)C=2C(=C1COC(C1=CC2)=O)C)=O